Copper cyclohexylbutyrate C1(CCCCC1)OC(CCC)=O.[Cu]